3-aminopropyltrismethoxyethoxyethoxysilane NCCC[SiH2]OCC(OCCOC)(OCCOC)OCCOC